phosphorus sodium phosphinate salt [PH2]([O-])=O.[Na+].[P+3].[PH2]([O-])=O.[PH2]([O-])=O.[PH2]([O-])=O